FC(CN1N=CC(=C1)C=1C=C(C=C(C1)C=1C=NN(C1)CCOC)[C@@H](C)NC(C1=C(C=CC(=C1)OCCN(C)C)C)=O)F (R)-N-(1-(3-(1-(2,2-difluoroethyl)-1H-pyrazol-4-yl)-5-(1-(2-methoxyethyl)-1H-pyrazol-4-yl)phenyl)ethyl)-5-(2-(dimethylamino)ethoxy)-2-methylbenzamide